5-(4-chloro-2-(1-methyl-1H-pyrazol-4-yl)phenyl)-3-methylenedihydrofuran-2(3H)-one ClC1=CC(=C(C=C1)C1CC(C(O1)=O)=C)C=1C=NN(C1)C